5-(methylsulfonyl)-2-(piperidin-1-yl)aniline CS(=O)(=O)C=1C=CC(=C(N)C1)N1CCCCC1